n-propylaluminum C(CC)[Al]